FC1=C(C[C@H](N)C(=O)O)C=C(C=C1)F 2,5-difluoro-L-phenylalanine